C(C)(C)C=1C=C(N)C=CC1 Meta-isopropylaniline